FC1=C(C=C(C=C1)C1=NOC(=C1)[C@@H]([C@@](CN1N=NN=C1)(O)C1=C(C=C(C=C1)F)F)C)Cl (2R,3R)-3-(3-(4-fluoro-3-chlorophenyl)isoxazol-5-yl)-2-(2,4-difluorophenyl)-1-(1H-tetrazol-1-yl)butan-2-ol